trans-4-(morpholin-4-ylcarbonyl)cyclohexanecarboxhydrazide N1(CCOCC1)C(=O)[C@@H]1CC[C@H](CC1)C(=O)NN